2,6-bis(bromomethyl)-4-tert-butylphenol BrCC1=C(C(=CC(=C1)C(C)(C)C)CBr)O